4-(6-((6-aminohexyl)oxy)benzo[d]thiazol-2-yl)-N,N-dimethylaniline NCCCCCCOC1=CC2=C(N=C(S2)C2=CC=C(N(C)C)C=C2)C=C1